Cl.C(C)[C@]1(C(OCC=2C(N3CC=4C(=NC=5C=CC(=CC5C4)O)C3=CC21)=O)=O)O (S)-4-ethyl-4,9-dihydroxy-1,12-dihydro-14H-pyrano[3',4':6,7]indolizino[1,2-b]quinoline-3,14(4H)-dione HCl salt